NC1=NC=CC=C1C1=NC=2C(=NC(=CC2C)N2N=CC=N2)N1C=1C=C2CC[C@@H](C2=CC1)NC(C1=CC(=C(C=C1)O)C=O)=O N-[(1S)-5-[2-(2-aminopyridin-3-yl)-7-methyl-5-(1,2,3-triazol-2-yl)imidazo[4,5-b]pyridin-3-yl]-2,3-dihydro-1H-inden-1-yl]-3-formyl-4-hydroxybenzamide